4-chloro-N-(1,3-diphenylprop-2-en-1-yl)aniline-2-d ClC=1C=C(C(NC(C=CC2=CC=CC=C2)C2=CC=CC=C2)=CC1)[2H]